4-(4-hydroxyphenyl)butyric acid OC1=CC=C(C=C1)CCCC(=O)O